C1(=CC=CC=C1)/C=C/B(O)O (E)-phenylvinylboronic acid